NC1=C(C=C(C=C1)C1=NC(=NC=C1)NC)P(C)C (2-amino-5-(2-(methylamino)pyrimidine-4-yl)phenyl)dimethylphosphine